4-(hydroxymethyl)-N,N,2-trimethyl-5-nitrobenzenesulfonamide OCC1=CC(=C(C=C1[N+](=O)[O-])S(=O)(=O)N(C)C)C